2-{2-[3-(2-amino-ethylcarbonyl)-phenoxy]-1-azido-ethoxy}-ethoxy-acetic acid NCCC(=O)C=1C=C(OCC(OCCOCC(=O)O)N=[N+]=[N-])C=CC1